ClC1=NN(C(C2=C1N=CC=C2)=O)C 8-chloro-6-methyl-pyrido[2,3-d]pyridazin-5-one